tert-butyl (2R)-2-methyl-4-oxo-pyrrolidine-1-carboxylate C[C@H]1N(CC(C1)=O)C(=O)OC(C)(C)C